ClC1=CC=2C3=C(C(=NC2C(=C1C=1C=CC=C2C=CC=C(C12)C#N)F)O[C@@H](C)[C@H]1N(CCC1)C)N=CN3[C@@H]3C[C@H](NCC3)CC#N 8-(8-chloro-1-((2S,4S)-2-(cyanomethyl)piperidin-4-yl)-6-fluoro-4-((S)-1-((S)-1-methylpyrrolidin-2-yl)ethoxy)-1H-imidazo[4,5-c]quinolin-7-yl)-1-naphthonitrile